1-((2R,5S)-5-(hydroxymethyl)-2,5-dihydrofuran-2-yl)-5-(trifluoromethyl)pyrimidine-2,4(1H,3H)-dione OC[C@@H]1C=C[C@@H](O1)N1C(NC(C(=C1)C(F)(F)F)=O)=O